methyl 3,3-difluoro-5-[5-[(3R)-3-amino-5-[(4-chlorophenyl)methyl]-8-fluoro-1,1,4-trioxo-2,3-dihydro-1λ6,5-benzothiazepin-7-yl]tetrazol-2-yl]piperidine-1-carboxylate FC1(CN(CC(C1)N1N=C(N=N1)C=1C(=CC2=C(N(C([C@H](CS2(=O)=O)N)=O)CC2=CC=C(C=C2)Cl)C1)F)C(=O)OC)F